(E)-5-([1,1'-biphenyl]-4-yl)-2-methyl-4-oxo-pent-2-enoic acid ethyl ester C(C)OC(\C(=C\C(CC1=CC=C(C=C1)C1=CC=CC=C1)=O)\C)=O